6-(4-(1-hydroxy-2-((R)-2-(4-methyl-1-oxo-1,3-dihydroisobenzofuran-5-yl)morpholino)ethyl)-1H-pyrazol-1-yl)-4-methylpyridine-3-carbonitrile OC(CN1C[C@H](OCC1)C=1C(=C2COC(C2=CC1)=O)C)C=1C=NN(C1)C1=CC(=C(C=N1)C#N)C